2-((1R,2S)-1-(2-cyano-5-fluorophenyl)-1-(1-(2-(trifluoromethoxy)ethyl)-1H-pyrazol-4-yl)propan-2-yl)-5-hydroxy-N-(isoxazol-4-yl)-1-methyl-6-oxo-1,6-dihydropyrimidine-4-carboxamide C(#N)C1=C(C=C(C=C1)F)[C@@H]([C@H](C)C=1N(C(C(=C(N1)C(=O)NC=1C=NOC1)O)=O)C)C=1C=NN(C1)CCOC(F)(F)F